C(C1=CC=CC=C1)OC=1C=C(C=CC1)C(CC#N)N1N=CC(=C1)C=1C2=C(N=CN1)NC=C2 3-[3-(benzyloxy)phenyl]-3-[4-(7H-pyrrolo[2,3-d]pyrimidin-4-yl)-1H-pyrazol-1-yl]-propanenitrile